C(C(C)C)(=O)OC[C@H]1O[C@@]([C@@H]([C@@H]1O)O)(C#N)C1=CC=C2C(=NC=NN21)NC(CCC)=O ((2R,3S,4R,5R)-5-(4-butyramidopyrrolo[2,1-f][1,2,4]triazin-7-yl)-5-cyano-3,4-dihydroxytetrahydrofuran-2-yl)methyl isobutyrate